2-hexenoic acid tert-butyl ester C(C)(C)(C)OC(C=CCCC)=O